Cl.ClC=1C=CC2=C(CC3(CC=4N2C(=NN4)[C@@H]4CC[C@H](CC4)N4CCOCC4)OCCO3)C1 8'-chloro-1'-[trans-4-(morpholin-4-yl)cyclohexyl]-4'H,6'H-spiro[1,3-dioxolane-2,5'-[1,2,4]triazolo[4,3-a][1]benzazepine] hydrochloride